N=1C=NN2C1C=C(C=C2)OC2=C(C=C(C=C2)NC2=NC=NC=1C=C3C(=CC21)N2[C@@H](CO3)CN(CC2)C)C (R)-N-(4-([1,2,4]triazolo[1,5-a]pyridin-7-yloxy)-3-methylphenyl)-3-methyl-1,2,3,4,4a,5-hexahydropyrazino[1',2':4,5][1,4]oxazino[3,2-g]quinazolin-11-amine